FC1=CC=C(C=C1)CCC1(CCCC=2C3=CC=CC=C3NC12)N (4-fluorophenylethyl)-2,3,4,9-tetrahydro-1H-carbazol-1-amine